S1C(=NC2=C1C=CC=C2)SN Benzothiazolyl-sulphenamide